N,N-dimethylaminoacetamide CNN(C(C)=O)NC